5-(bromomethyl)benzo[d]Thiazole BrCC=1C=CC2=C(N=CS2)C1